BrCC1=CC(=C2CN(CC2=C1)C(=O)OCC1=CC=CC=C1)C1=CC=CC=C1 benzyl 6-(bromomethyl)-4-phenylisoindoline-2-carboxylate